C(C)(=O)NC(C(C)N1C(C2=CC(=CC(=C2C1)C1CCN(CC1)CCCCCCCCCOC=1C=C(C(=O)NC2=C(C=NC=C2Cl)Cl)C=CC1OC(F)F)F)=O)=O 3-((9-(4-(2-(1-acetamido-1-oxopropan-2-yl)-6-fluoro-1-oxoisoindolin-4-yl)piperidin-1-yl)nonyl)oxy)-N-(3,5-dichloropyridin-4-yl)-4-(difluoromethoxy)benzamide